N1=C(C=CC=C1)[2H] pyridin-d